6-(6-fluoro-4-methylpyridin-3-yl)-4-(isopropylamino)-N-(1-(methylsulfonyl)piperidin-4-yl)pyrrolo[1,2-b]pyridazine-3-carboxamide FC1=CC(=C(C=N1)C=1C=C2N(N=CC(=C2NC(C)C)C(=O)NC2CCN(CC2)S(=O)(=O)C)C1)C